C1(=CC=CC=C1)N(C1=CC=C2C=CC(=CC2=C1)B(O)O)C1=CC=CC=C1 (7-(diphenylamino)naphthalen-2-yl)boronic acid